FC1=CC=C(C=C1)C=1N=CN(C1C1=NC=NC=C1)CC(=O)N1CCNCC1 2-[4-(4-Fluorophenyl)-5-pyrimidin-4-yl-imidazol-1-yl]-1-piperazin-1-yl-ethanone